BrC1=C(C=C2C=CN(C2=C1)S(=O)(=O)CC)OC1=C(C=C(C=C1)Cl)F 6-bromo-5-(4-chloro-2-fluorophenoxy)-1-(ethylsulfonyl)-1H-indole